2-hydroxy-3-(4'-aminophenyl)propionic acid OC(C(=O)O)CC1=CC=C(C=C1)N